C(C)OP(=O)(OCC)CC(=O)OCC ethyl 2-(diethoxyphosphoryl)-acetate